C(C)OC(=O)C=1C(C=C2N(C(CC3=CC(=C(C=C23)OC)C2=CC=CC=C2)C(C)(C)C)C1)=O 6-tert-butyl-10-methoxy-2-oxo-9-phenyl-6,7-dihydro-2H-pyrido[2,1-a]isoquinoline-3-carboxylic acid ethyl ester